1-({3,4-difluoro-2-[(2-fluoro-4-iodophenyl)amino]phenyl}carbonyl)-3-[({2-[(1-methylethyl)oxy]ethyl}amino)methyl]azetidin-3-ol acetate salt C(C)(=O)O.FC=1C(=C(C=CC1F)C(=O)N1CC(C1)(O)CNCCOC(C)C)NC1=C(C=C(C=C1)I)F